The molecule is an N-acyl-D-glucosamine phosphate in which the N-acyl group is specified as glycoloyl and the phosphate group is located at position 6. An intermediate in the N-glycolylneuraminic acid (Neu5Gc) degradation pathway C([C@@H]1[C@H]([C@@H]([C@H](C(O1)O)NC(=O)CO)O)O)OP(=O)(O)O